COC=1C=C2CN(CC2=CC1)C1=NC=CC(=N1)C1=NC=CC(=N1)C#CN1N=CC2=CC=CC=C12 ((2'-(5-methoxyisoindolin-2-yl)-[2,4'-bipyrimidin]-4-yl)ethynyl)-1H-indazole